tert-butyl 4-(((benzyloxy)carbonyl)(2-(((benzyloxy)carbonyl)amino)ethyl)amino)butanoate C(C1=CC=CC=C1)OC(=O)N(CCCC(=O)OC(C)(C)C)CCNC(=O)OCC1=CC=CC=C1